BrC=1C=C(C=CC1)C(C(=O)NC(=S)NC)C1=NC=CC(=C1)C(F)(F)F 2-(3-bromophenyl)-N-(methylaminothioformyl)-2-(4-(trifluoromethyl)pyridin-2-yl)acetamide